4-hydroxymethyl-2,3,5,6-tetrafluorobenzyl bromide OCC1=C(C(=C(CBr)C(=C1F)F)F)F